CC1=NC(=NC(=C1S(=O)(=O)N1CC2(C1)CN(C2)C[C@@H]2COCC2)C)C(F)(F)F |r| Rac-2-((4,6-dimethyl-2-(trifluoromethyl)pyrimidin-5-yl)sulfonyl)-6-((tetrahydrofuran-3-yl)methyl)-2,6-diazaspiro[3.3]heptane